2-[2-[2-[2-[4-[3-(2-ethoxy-4,4-dimethyl-6-oxo-cyclohexen-1-yl)-4-methylphenyl]-phenoxy]ethoxy]ethoxy]ethoxy]acetic acid C(C)OC1=C(C(CC(C1)(C)C)=O)C=1C=C(C=CC1C)C1=CC=C(OCCOCCOCCOCC(=O)O)C=C1